C1C(CC12CCNCC2)N2CCN(CC2)C2=CC(=C(C=C2C=2C=NN(C2)C)NC2=NC=C(C(=N2)NC=2C(=C1N=CC=NC1=CC2)P(C)(C)=O)Br)OC (6-((2-((4-(4-(7-azaspiro[3.5]nonan-2-yl)piperazin-1-yl)-2-methoxy-5-(1-Methyl-1H-pyrazol-4-yl)phenyl)amino)-5-bromopyrimidin-4-yl)amino)quinoxalin-5-yl)dimethylphosphine oxide